ClC1=CC=C2C(=CC(=NC2=C1)C1=CC=C(C(=N)N)C=C1)CN1CCOCC1 4-(7-chloro-4-(morpholinomethyl)quinolin-2-yl)benzamidine